N(=O)N1C=C(C=C1)C(=O)NCC(F)(F)F 1-nitroso-N-(2,2,2-trifluoroethyl)pyrrole-3-formamide